tert-butyl 7-(bromomethyl)-3,4-dihydro-1H-isoquinoline-2-carboxylate BrCC1=CC=C2CCN(CC2=C1)C(=O)OC(C)(C)C